8-hydroxydeoxyguanosine OC=1N([C@H]2C[C@H](O)[C@@H](CO)O2)C=2N=C(NC(C2N1)=O)N